N1N=CC=C1[C@@H]1CN(CC1)C=O ((S)-3-(1H-pyrazol-5-yl)pyrrolidin-1-yl)methanone